FC1=C(C(=CC=C1)F)CN1C(N(N=C1)C1=CC=C(C=C1)OC1=C(N=C(S1)C=1CCOCC1)C)=O 4-[(2,6-difluorophenyl)methyl]-2-[4-[2-(3,6-dihydro-2H-pyran-4-yl)-4-methyl-thiazol-5-yl]oxyphenyl]-1,2,4-triazol-3-one